FC1=CC2=C(C=C3N2C(=NN(C3=O)CC(=O)NC3CC(C3)(C)O)C(C)C)S1 2-(2-Fluoro-5-isopropyl-8-oxothieno[2',3':4,5]pyrrolo[1,2-d][1,2,4]triazin-7(8H)-yl)-N-((1r,3r)-3-hydroxy-3-methylcyclobutyl)acetamid